CON(C(CC(=O)N(C)OC)=O)C N,N'-dimethoxy-N,N'-dimethylpropanediamide